CC1=CN=C(S1)C1=NC=CC=C1 (5-methylthiazol-2-yl)pyridine